6-chloro-1-(2,6-diethylphenyl)-7-(3,3-diethyl-1-pyrrolidinyl)-4-((2S)-2-methyl-4-(2-propenoyl)-1-piperazinyl)pyrido[2,3-d]pyrimidin-2(1H)-one ClC1=CC2=C(N(C(N=C2N2[C@H](CN(CC2)C(C=C)=O)C)=O)C2=C(C=CC=C2CC)CC)N=C1N1CC(CC1)(CC)CC